C1=CNC=2N=CC=3CNC(C4(C3C21)CCCC4)=O 6',7'-dihydrospiro[cyclopentane-1,9'-pyrrolo[2,3-c][2,7]naphthyridin]-8'(3'H)-one